1-methyl-5-(2-methyl-4-nitrophenyl)-1,2,3,6-tetrahydropyridine CN1CCC=C(C1)C1=C(C=C(C=C1)[N+](=O)[O-])C